C(C1=CC=CC=C1)N1CCC(CC1)(C1=NC=C(C=C1F)Cl)C1=C(C=CC(=C1)OC(F)(F)F)S(=O)(=O)N [1-benzyl-4-(5-chloro-3-fluoro-2-pyridyl)-4-piperidyl]-4-(trifluoromethoxy)benzenesulfonamide